N(=[N+]=[N-])CC1=CC(=NO1)CC 5-(azidomethyl)-3-ethyl-1,2-oxazole